C(C(=O)[O-])(=O)[O-].[Er+3].C(C(=O)[O-])(=O)[O-].C(C(=O)[O-])(=O)[O-].[Er+3] Erbium(III) oxalate